2,5-dichloropyridin-4-ol ClC1=NC=C(C(=C1)O)Cl